C1(CC1)C1=CC=C(C=N1)NC(=O)[C@@H]1CC12CCN(CC2)C(=O)OC(C(F)(F)F)C(F)(F)F |r| 1,1,1,3,3,3-Hexafluoropropan-2-yl (±)-1-((6-cyclopropylpyridin-3-yl)carbamoyl)-6-azaspiro[2.5]octan-6-carboxylat